6-(1-fluoro-1-methyl-ethyl)-N-[2-(4-formylcyclohexyl)-6-methoxy-indazol-5-yl]-N-methylPhenyl-pyridine-2-carboxamide FC(C)(C)C1=CC=CC=C1C=1C(=NC=CC1)C(=O)N(C)C1=CC2=CN(N=C2C=C1OC)C1CCC(CC1)C=O